OCC(=O)Cl.[Ir] iridium hydroxyacetyl chloride